5-chloro-2-({[2-(trifluoromethoxy)ethyl]amino}methyl)-7,8-dihydro-6H-spiro[[1,3]oxazolo[5,4-f]quinazoline-9,1'-cyclohexane]-7-one ClC=1C=C2C(=C3C1NC(NC31CCCCC1)=O)OC(=N2)CNCCOC(F)(F)F